N,N-dimethyloctadecyl-amine hydrochloride Cl.CN(C)CCCCCCCCCCCCCCCCCC